Methyl 2-bromo-3-methylisonicotinate BrC=1C(=C(C(=O)OC)C=CN1)C